3-{[2-(4-chlorophenyl)imidazo[1,2-a]pyrimidin-3-yl]methyl}-N-cyclohexyl-3,8-diaza-bicyclo[3.2.1]octane-8-carboxamide ClC1=CC=C(C=C1)C=1N=C2N(C=CC=N2)C1CN1CC2CCC(C1)N2C(=O)NC2CCCCC2